tert-Butyl 4-[4-[3-cyano-5-[2,2,2-trifluoro-1-(5-fluoro-2-pyridyl)ethoxy]imidazo[1,2-a]pyridin-7-yl]-5-methyl-triazol-1-yl]piperidine-1-carboxylate C(#N)C1=CN=C2N1C(=CC(=C2)C=2N=NN(C2C)C2CCN(CC2)C(=O)OC(C)(C)C)OC(C(F)(F)F)C2=NC=C(C=C2)F